OC1CCN(CC1)CCNC1=C(C=C2C(=NC=NC2=C1)OC=1C=C(C(=O)NC2=CC(=CC=C2)C(F)(F)F)C=CC1C)OC 3-(7-(2-(4-hydroxypiperidin-1-yl)ethylamino)-6-methoxyquinazolin-4-yloxy)-4-methyl-N-(3-(trifluoromethyl)phenyl)benzamide